2-[6-[2-cyano-3-[[ethyl(methyl)sulfamoyl]amino]anilino]-4-oxo-quinazolin-3-yl]-N-(2-methoxyethyl)acetamide C(#N)C1=C(NC=2C=C3C(N(C=NC3=CC2)CC(=O)NCCOC)=O)C=CC=C1NS(N(C)CC)(=O)=O